ClC1=C(C=C(C=C1)C(C1=CC=C(C=C1)OCC)=O)NC(=O)NC1CCCCC1 1-[2-chloro-5-(4-ethoxybenzoyl)phenyl]-3-cyclohexylurea